3-bromo-6-chloro-quinolin-4-ol BrC=1C=NC2=CC=C(C=C2C1O)Cl